C(C)(C)(C)OC(=O)NCCCNC(CCO[C@H]1C([C@@H](CC(C1)C(NCCCCCCO)=O)OCCC(NCCCNC(=O)OC(C)(C)C)=O)OCCC(=O)NCCCNC(OC(C)(C)C)=O)=O tert-butyl (3-(3-(((1S,2R,4S,6R)-2,6-bis(3-((3-((tert-butoxycarbonyl)amino)propyl)amino)-3-oxopropoxy)-4-((6-hydroxyhexyl)carbamoyl) cyclohexyl)oxy)propanamido)propyl)carbamate